BrC1=CC=C(C=C1)NC(=O)NN1C(NC(C1=O)(C(C)C)CC(=O)NCCO)=O 2-[1-{[(4-bromophenyl)carbamoyl]amino}-2,5-dioxo-4-(prop-2-yl)imidazolidin-4-yl]-N-(2-hydroxyethyl)acetamide